tert-butyl (R)-4-(1-(4-(3-(2,6-bis(benzyloxy)pyridin-3-yl)-1-methyl-1H-indazol-7-yl)piperazin-1-yl)ethyl)piperidine-1-carboxylate C(C1=CC=CC=C1)OC1=NC(=CC=C1C1=NN(C2=C(C=CC=C12)N1CCN(CC1)[C@H](C)C1CCN(CC1)C(=O)OC(C)(C)C)C)OCC1=CC=CC=C1